BrC1=CC=C(C=C1)[C@H](C)NC=1C2=C(N=CN1)SC=C2 N-[(1S)-1-(4-bromophenyl)ethyl]thieno[2,3-d]pyrimidin-4-amine